C1[C@H]2[C@@H](C3=CC=CC=C31)N=C(O2)C4=NC(=CC=C4)C5=N[C@H]6[C@@H](O5)CC7=CC=CC=C67 2,6-bis[(3AR,8AS)-(+)-8H-indeno[1,2-D]oxazolin-2-yl]pyridine